2-(3-fluorophenyl)-2-(3-(4-(1-methylpyrrolidin-3-yl)phenyl)-5-oxo-5,7-dihydro-6H-pyrrolo-[3,4-b]pyridin-6-yl)-N-(thiazol-2-yl)acetamide FC=1C=C(C=CC1)C(C(=O)NC=1SC=CN1)N1CC2=NC=C(C=C2C1=O)C1=CC=C(C=C1)C1CN(CC1)C